(±)-Tert-butyl-((E)-3-((((S)-4-methyl-5-oxo-2,5-dihydrofuran-2-yl)oxy)methylene)-2-oxo-2,3,3a,4,5,9b-hexahydronaphtho[1,2-b]furan-8-yl)carbamate C(C)(C)(C)OC(NC1=CC=C2CCC\3C(OC(/C3=C/O[C@H]3OC(C(=C3)C)=O)=O)C2=C1)=O